O1CCOC12CC(CC2)CN2C(N(C=1N=CN(C1C2=O)C)C)=O (1,4-dioxaspiro[4.4]nonan-7-ylmethyl)-3,7-dimethyl-1H-purine-2,6(3H,7H)-dione